3-(2-bromopyridin-4-yl)-4,4,4-trifluorobutane BrC1=NC=CC(=C1)C(CC)C(F)(F)F